2-bromo-1-[2-(difluoromethoxy)phenyl]ethanone BrCC(=O)C1=C(C=CC=C1)OC(F)F